C[C@H]1CN(CCN1C)[C@@H]1[C@@H](N(CC1)C(=O)OC(C)(C)C)C tert-Butyl (2S,3S)-3-((S)-3,4-dimethylpiperazin-1-yl)-2-methylpyrrolidine-1-carboxylate